(rac)-(2s,4s)-2-(1-(4-(Trifluoromethyl)phenyl)-3-azabicyclo[3.1.0]hexan-3-carbonyl)-7-oxa-5-azaspiro[3.4]octan-6-on FC(C1=CC=C(C=C1)C12CN(CC2C1)C(=O)C1CC2(C1)NC(OC2)=O)(F)F